ethyl 3-(2-fluoro-6-chlorophenyl)-2,3-dibromopropionate FC1=C(C(=CC=C1)Cl)C(C(C(=O)OCC)Br)Br